Cl.Cl.NC=1N=CC(=C2C=C(C=NC12)C(=O)N1CCN(CC1)C)C1=CC=C(C=C1)C=1C=NN(C1)CC(=O)N(C)C 2-(4-(4-(8-amino-3-(4-methylpiperazine-1-carbonyl)-1,7-naphthyridine-5-yl)phenyl)-1H-pyrazole-1-yl)-N,N-dimethylacetamide dihydrochloride